quinazoline-2,5-diamine N1=C(N=CC=2C(=CC=CC12)N)N